N1(CCC1)C=1C=C(C=NC1)C=1N=NN(C1)C(C)N1C(C=C(C=C1)N1C[C@@H](CCC1)NCC1CCC1)=O 1-(1-(4-(5-(azetidin-1-yl)pyridin-3-yl)-1H-1,2,3-triazol-1-yl)ethyl)-4-((R)-3-((cyclobutylmethyl)amino)piperidin-1-yl)pyridin-2(1H)-one